C1=NC=CN2C1=CC=CC=C2 pyrazino[1,2-a]azepine